6-(1-(2,2-dimethyl-4-propioloyl-3,4-dihydro-2H-benzo[b][1,4]oxazin-6-yl)-3-nitro-1H-pyrazol-4-yl)-3,4-dihydroisoquinolin-1(2H)-one CC1(CN(C2=C(O1)C=CC(=C2)N2N=C(C(=C2)C=2C=C1CCNC(C1=CC2)=O)[N+](=O)[O-])C(C#C)=O)C